S1C(=NC=C1)CCC(=O)N1[C@@H](C2=C(CC1)NC=N2)C=2SC=CN2 (S)-3-(thiazol-2-yl)-1-(4-(thiazol-2-yl)-6,7-dihydro-1H-imidazo[4,5-c]pyridin-5(4H)-yl)propan-1-one